t-butyl-methylether C(C)(C)(C)OC